ClC1=C(C(=CC=C1)F)C=1C(=C(C(=O)N)C=C(C1N1N=C2COCCN2C1=O)F)O[C@H](C(F)(F)F)C (2-chloro-6-fluorophenyl)-5-fluoro-4-(3-oxo-5,6-dihydro-3H-[1,2,4]triazolo[3,4-c][1,4]oxazin-2(8H)-yl)-2-{[(2S)-1,1,1-trifluoropropan-2-yl]oxy}benzamide